C1(=CC=CC=C1)C1=C(C(=CC2=CC=CC=C12)C=1SC=CC1)C#N 1-phenyl-3-(thien-2-yl)-2-naphthalenecarbonitrile